4-(5-chloro-2-(difluoromethyl)phenyl)-2,5-dimethoxy-1,2-dihydropyridine ClC=1C=CC(=C(C1)C1=CC(NC=C1OC)OC)C(F)F